Cl.C(#N)N=S(=O)(NC(NC1=C2CCCC2=CC=2CCCC12)=O)\C=C\[C@@]1(NCCC1)C (E)-N'-cyano-N-((1,2,3,5,6,7-hexahydro-s-indacen-4-yl)carbamoyl)-2-((R)-2-methylpyrrolidin-2-yl)ethene-1-sulfonimidamide hydrochloride